1,1-di(4-methylphenyl)homoallylamine CC1=CC=C(C=C1)C(CC=C)(C1=CC=C(C=C1)C)N